5-(1-(2,2-Difluoroethyl)-1H-benzo[d][1,2,3]triazol-6-yl)-N-((3R,4S)-3-fluoro-1-methylpiperidin-4-yl)-4-methoxypyrrolo[2,1-f][1,2,4]triazin-2-amine FC(CN1N=NC2=C1C=C(C=C2)C=2C=CN1N=C(N=C(C12)OC)N[C@@H]1[C@@H](CN(CC1)C)F)F